COC(C1=CC(=C(C=C1)CBr)Cl)=O 4-(bromomethyl)-3-chloro-Benzoic acid methyl ester